(Z)-N-(1-fluoro-2-(2H-1,2,3-triazol-2-yl)prop-1-en-1-yl)-1-(1-methoxyisoquinolin-5-yl)-5-(trifluoromethyl)-1H-pyrazole-4-carboxamide F\C(=C(\C)/N1N=CC=N1)\NC(=O)C=1C=NN(C1C(F)(F)F)C1=C2C=CN=C(C2=CC=C1)OC